N1=CN=CC(=C1)C=1C=C(C=CC1)[C@H](C)NC1=NC=NC=C1 N-[(1S)-1-(3-pyrimidin-5-ylphenyl)ethyl]pyrimidin-4-amine